Dimyristyl peroxydicarbonate C(=O)(OCCCCCCCCCCCCCC)OOC(=O)OCCCCCCCCCCCCCC